N-(6-(3-chlorophenyl)-1-(4-fluorophenyl)-1H-pyrazolo[3,4-d]pyrimidin-4-yl)-5-nitrothiophene-2-carboxamide ClC=1C=C(C=CC1)C1=NC(=C2C(=N1)N(N=C2)C2=CC=C(C=C2)F)NC(=O)C=2SC(=CC2)[N+](=O)[O-]